N1C(=NC=C1)C1=CC=C(C(=N1)C)N1CCC(CC1)CC1=CC(=NN1C)NC(=O)NCC 1-(5-((1-(6-(1H-imidazol-2-yl)-2-methylpyridin-3-yl)piperidin-4-yl)methyl)-1-methyl-1H-pyrazol-3-yl)-3-ethylurea